C(C=C)(=O)O n-propenoic acid